1-(3-((4-((4-([1,2,4]triazolo[1,5-a]pyridin-7-yloxy)-2-methoxy-5-methylphenyl)amino)-7-methoxy-quinazolin-6-yl)oxy)azetidin-1-yl)prop-2-en-1-one N=1C=NN2C1C=C(C=C2)OC2=CC(=C(C=C2C)NC2=NC=NC1=CC(=C(C=C21)OC2CN(C2)C(C=C)=O)OC)OC